FC1=C(C(=O)N(C=2N=CC=C3C2N(C=C3)C)[C@H]3CN(CCC3)C(=O)OC(C)(C)C)C=CC(=C1)I tert-butyl (R)-3-(2-fluoro-4-iodo-N-(1-methyl-1H-pyrrolo[2,3-c]pyridin-7-yl)benzamido)piperidine-1-carboxylate